CC=1C=C(C=C(C1)[C@@H](C1COC1)C1=NN=CN1C)N1C(C2=CC(=CC(=C2C1)C(F)(F)F)CNC1(CCC1)C)=O (R)-2-(3-methyl-5-((4-methyl-4H-1,2,4-triazol-3-yl)(oxetan-3-yl)methyl)phenyl)-6-(((1-methylcyclobutyl)amino)methyl)-4-(trifluoromethyl)isoindolin-1-one